(1-(3-chloro-6-methoxy-5-nitropyridin-2-yl)piperidin-4-yl)-4-methylpiperazine ClC=1C(=NC(=C(C1)[N+](=O)[O-])OC)N1CCC(CC1)N1CCN(CC1)C